2-(2-methyl-4-(2-oxa-6-azaspiro[3.3]heptan-6-yl)phenyl)spiro[3.3]heptane-2,6-diamine CC1=C(C=CC(=C1)N1CC2(COC2)C1)C1(CC2(C1)CC(C2)N)N